7-bromo-2-chloro-4-(4-fluorophenyl)-6-methyl-3-tetrahydropyran-4-yl-quinoline BrC1=C(C=C2C(=C(C(=NC2=C1)Cl)C1CCOCC1)C1=CC=C(C=C1)F)C